C(CC(C)C)N(C(=O)OCC=1C(=NOC1C1=CC=C(OC2CCOCC2)C=C1)C)C (±)-cis-4-(4-(4-(((Isopentyl(methyl)carbamoyl)oxy)methyl)-3-methylisoxazol-5-yl)phenoxy)tetrahydro-2H-pyran